[Si](OC(C)CC)(OC(C)CC)(OC(C)CC)OC(C)CC tetrasecondarybutyl orthosilicate